3-[(4-nitrophenyl)formohydrazido]propanoic acid [N+](=O)([O-])C1=CC=C(C=C1)C(=O)NNCCC(=O)O